ClN1[SiH](N([SiH](N[SiH]1CC)CC)Cl)CC 1,3-dichloro-2,4,6-triethylcyclotrisilazane